C1(CC1)C=1NC(=NN1)C1CC2(CN(C2)C(=O)N2CC(C2)C2=CC=C(C=C2)C2=C(C(=O)O)C=CC=C2)C1 2-[4-[1-[6-(5-cyclopropyl-4H-1,2,4-triazol-3-yl)-2-azaspiro[3.3]heptane-2-carbonyl]azetidin-3-yl]phenyl]benzoic acid